ethyl 2-amino-4-methyl-thiazole-5-carboxylate NC=1SC(=C(N1)C)C(=O)OCC